N,N-diethyl-N-methyl-N-heptylammonium iodide [I-].C(C)[N+](CCCCCCC)(C)CC